P(=O)(OCCCOC(C(=C)C)=O)(OCCCOC(C(=C)C)=O)[O-] bis-(methacryloxypropyl) phosphate